C(C)(C)(C)N1N=CC(=C1)C1=C(C#N)C=CC=N1 2-(1-(tert-butyl)-1H-pyrazol-4-yl)nicotinonitrile